((2S,7aS)-2-((3-iodobenzyl)oxy)tetrahydro-1H-pyrrolizin-7a(5H)-yl)methanol IC=1C=C(CO[C@H]2C[C@@]3(CCCN3C2)CO)C=CC1